(2R,5S)-4-(7-(4-cyanopyridin-2-yl)-5-(2-oxa-6-azaspiro[3.3]hept-6-yl)-7H-pyrrolo[2,3-d]pyrimidin-4-yl)-2,5-dimethylpiperazine-1-carboxylic acid tert-butyl ester C(C)(C)(C)OC(=O)N1[C@@H](CN([C@H](C1)C)C=1C2=C(N=CN1)N(C=C2N2CC1(COC1)C2)C2=NC=CC(=C2)C#N)C